C(C)(C)(C)OC(=O)NCC1CN2C(OC1)=C(C=N2)S(=O)(=O)[N-]C(NC2=C1CCCC1=CC=1CCCC21)=O.[Na+] Sodium ((6-(((tert-butoxycarbonyl)amino)methyl)-6,7-dihydro-5H-pyrazolo[5,1-b][1,3]oxazin-3-yl)sulfonyl)((1,2,3,5,6,7-hexahydro-s-indacen-4-yl)carbamoyl)amide